ClC1=C(C=CC=C1)C(C)C(=O)C(C)C1=C(C=CC=C1)Cl 1-(2-chlorophenyl)-ethyl ketone